Bis(4-cyanato-3,5-dimethylphenyl)methan O(C#N)C1=C(C=C(C=C1C)CC1=CC(=C(C(=C1)C)OC#N)C)C